5-(4-((2S,5S)-5-(4-CHLOROBENZYL)-2-METHYLMORPHOLINO)PIPERIDIN-1-YL)-1H-1,2,4-TRIAZOL-3-AMIN ClC1=CC=C(C[C@@H]2N(C[C@@H](OC2)C)C2CCN(CC2)C2=NC(=NN2)N)C=C1